tert-butyl ((2S,3S)-3-hydroxy-4-((2-methoxybenzyl)amino)-1-phenylbutan-2-yl)-carbamate O[C@H]([C@H](CC1=CC=CC=C1)NC(OC(C)(C)C)=O)CNCC1=C(C=CC=C1)OC